(S)-2-(((((S)-5-amino-1-carboxypentyl)oxy)carbonyl)amino)Pentanedioic Acid Trifluoroacetic Acid Salt FC(C(=O)O)(F)F.NCCCC[C@@H](C(=O)O)OC(=O)N[C@H](C(=O)O)CCC(=O)O